ClC1=CC(=C(C=N1)C=1C=NN(C1)C1CN(CC1)C(=O)OC(C)(C)C)OC1CC1 tert-butyl 3-(4-(6-chloro-4-cyclopropoxypyridin-3-yl)-1H-pyrazol-1-yl)pyrrolidine-1-carboxylate